[3-(cyclopenten-1-yl)-5,6-dihydro-4H-cyclopenta[c]pyrazol-1-yl]-(1,4-diazabicyclo[3.2.2]nonan-4-yl)methanone C1(=CCCC1)C=1C2=C(N(N1)C(=O)N1CCN3CCC1CC3)CCC2